1-[3-fluoro-3-(methoxymethyl)azetidin-1-yl]ethanone FC1(CN(C1)C(C)=O)COC